3-[2-[5-(8-chloro-4-oxo-chromen-2-yl)pyrazin-2-yl]oxyethoxy]cyclobutanecarboxylic acid methyl ester COC(=O)C1CC(C1)OCCOC1=NC=C(N=C1)C=1OC2=C(C=CC=C2C(C1)=O)Cl